COC=1C=C(C=CC1)C1=C(C(=O)O)C=CC=C1C#CC1=CNC2=NC=CC=C21 2-(3-methoxyphenyl)-3-(2-{1H-pyrrolo[2,3-b]pyridin-3-yl}ethynyl)benzoic acid